2-methyldibenzofuran-4-carbaldehyde CC1=CC2=C(OC3=C2C=CC=C3)C(=C1)C=O